N-[3-(5-chloro-1H-pyrrolo[2,3-b]pyridine-3-carbonyl)-2,4-difluoro-phenyl]-4-methyl-piperazine-1-sulfonamide ClC=1C=C2C(=NC1)NC=C2C(=O)C=2C(=C(C=CC2F)NS(=O)(=O)N2CCN(CC2)C)F